C(C1=CC=CC=C1)OC=1C=C(C2=C(C=CC=C2C1)F)Br 3-(benzyloxy)-1-bromo-8-fluoronaphthalene